tert-butyl 4-[4-(methanesulfonyl)phenoxy]piperidine-1-carboxylate CS(=O)(=O)C1=CC=C(OC2CCN(CC2)C(=O)OC(C)(C)C)C=C1